3-(2-hydroxyphenyl)-7H-pyrrolo[2,3-c]pyridazine-6-carboxylic acid OC1=C(C=CC=C1)C1=CC2=C(N=N1)NC(=C2)C(=O)O